[Sn].[In].[Ru] ruthenium indium tin